NN=CC=1C(=C(C=CC1C)CC(=O)N)C (Aminoiminomethyl)-2,4-dimethylbenzeneacetamide